N-[4-methoxy-6-(pyrazol-1-ylmethyl)-1,2-benzoxazol-3-yl]benzenesulfonamide COC1=CC(=CC2=C1C(=NO2)NS(=O)(=O)C2=CC=CC=C2)CN2N=CC=C2